methoxy-2,2,6,6-tetramethyl-piperidine CON1C(CCCC1(C)C)(C)C